1-methyl-3-(thiazol-4-yl)-1H-pyrazole-5-carboxylic acid CN1N=C(C=C1C(=O)O)C=1N=CSC1